Ethylmethylphenyl glycidate C(C1CO1)(=O)OC1=C(C(=CC=C1)CC)C